4-(2-hydroxy-propan-2-yl)-3-(N-(2-(piperidin-1-yl)-5-(trifluoromethyl)phenyl)sulfamoyl)benzoic acid OC(C)(C)C1=C(C=C(C(=O)O)C=C1)S(NC1=C(C=CC(=C1)C(F)(F)F)N1CCCCC1)(=O)=O